(+/-)-α-amino-3-(5-phosphonomethyl-[1,1'-biphenyl]-3-yl)propanoic acid N[C@@H](C(=O)O)CC=1C=C(C=C(C1)CP(=O)(O)O)C1=CC=CC=C1 |r|